1-[4-(4-benzoylphenyl-sulfanyl)phenyl]-2-methyl-2-(4-methylphenylsulfinyl)propan-1-one C(C1=CC=CC=C1)(=O)C1=CC=C(C=C1)SC1=CC=C(C=C1)C(C(C)(S(=O)C1=CC=C(C=C1)C)C)=O